heptadecanol C(CCCCCCCCCCCCCCCC)O